COC(=O)C1=CC=C(C=C1)C1N(CCCC1)C(=O)[O-] 2-(4-(methoxycarbonyl)phenyl)piperidine-1-carboxylate